ClC=1C2=C(N=CN1)SC(=C2I)I 4-chloro-5,6-diiodo-thieno[2,3-d]pyrimidine